2-(5-(4-Chlorophenyl)thiophen-2-yl)-N-(3,5-difluorobenzyl)acetamid ClC1=CC=C(C=C1)C1=CC=C(S1)CC(=O)NCC1=CC(=CC(=C1)F)F